ClC=1C=C(C(=NC1)N1C([C@@H](N(C(C1)=O)CC1=CC=C(C=C1)C(F)F)C12CC(C1)(C2)C(=O)N)=O)F (S)-3-(4-(5-chloro-3-fluoropyridin-2-yl)-3,6-dioxo-1-(4-(difluoro-methyl)benzyl)piperazin-2-yl)bicyclo[1.1.1]pentane-1-carboxamide